ClC1=C(C(=C(C=C1I)I)Cl)OC(C)(C)C 2,6-dichloro-3,5-diiodo-tert-butoxybenzene